BrC1=C(C=C(C(=C1)C(C)(C)C)F)OCOC 1-Bromo-5-(tert-butyl)-4-fluoro-2-(methoxymethoxy)benzene